FC([C@@H](C)N)(F)F (R)-(1,1,1-trifluoropropan-2-yl)amine